2-amino-N-(2-((2-(4-bromophenyl)-2-(4-chlorophenyl)-2-hydroxyethyl)amino)-2-oxoethyl)acetamide NCC(=O)NCC(=O)NCC(O)(C1=CC=C(C=C1)Cl)C1=CC=C(C=C1)Br